2-methyl-5-((1R,4R)-5-methyl-2,5-diazabicyclo[2.2.1]heptan-2-yl)benzoic acid CC1=C(C(=O)O)C=C(C=C1)N1[C@H]2CN([C@@H](C1)C2)C